(S)-2-((2-(4-cyanophenyl)propyl)amino)-N-(5-(1-cyclobutyl-1H-pyrazol-4-yl)pyridin-2-yl)-2-phenylacetamide C(#N)C1=CC=C(C=C1)C(CN[C@H](C(=O)NC1=NC=C(C=C1)C=1C=NN(C1)C1CCC1)C1=CC=CC=C1)C